(S)-1-cyano-N-(5-phenylpyridin-2-yl)pyrrolidine-3-carboxamide C(#N)N1C[C@H](CC1)C(=O)NC1=NC=C(C=C1)C1=CC=CC=C1